N,N-dicyclohexyl-2,2,2-trifluoroacetamide C1(CCCCC1)N(C(C(F)(F)F)=O)C1CCCCC1